(8aR,12aR)-2-(4-methoxyphenyl)-8,8,11-trimethyl-2-(2-oxopropyl)-5-pentyl-8a,9,10,12a-tetrahydro-4H,8H-benzo[c][1,3]dioxino[4,5-f]chromen-4-one COC1=CC=C(C=C1)C1(OC(C=2C(=C3[C@H]4[C@H](C(OC3=CC2CCCCC)(C)C)CCC(=C4)C)O1)=O)CC(C)=O